COC1CCN(CC1)C1=NC=CC(=N1)NC=1N=CC2=C(C=CC(=C2C1)[C@@H]1N(CCCCC1)C(C=C)=O)N1[C@@H]([C@H](C1)CS(=O)(=O)C)C 1-((R)-2-(3-((2-(4-methoxypiperidin-1-yl)pyrimidin-4-yl)amino)-8-((2R,3S)-2-methyl-3-((methylsulfonyl)methyl)azetidin-1-yl)isoquinolin-5-yl)azepan-1-yl)prop-2-en-1-one